C(C)(C)(C)C1=C(C(C=NCCN=CC=2C(O)=C(C=C(C2)C(C)(C)C)C(C)(C)C)=CC(=C1)C(C)(C)C)O N,N'-bis(3,5-di-tert-butylsalicylidene)-1,2-ethylenediamine